N[C@@H](C(=O)O)CCC(C)(C)C (R)-2-amino-5,5-dimethylhexanoic acid